5-chloro-1'-[[1-(2-methylpyrimidin-5-yl)pyrazol-4-yl]methyl]spiro[1H-isobenzofuran-3,4'-piperidine]-1-carbonitrile ClC=1C=C2C(=CC1)C(OC21CCN(CC1)CC=1C=NN(C1)C=1C=NC(=NC1)C)C#N